C(C)(C)(C)C=1C=C(C=C(C1O)C(C)(C)C)CCC(=O)NNC(CCC1=CC(=C(C(=C1)C(C)(C)C)O)C(C)(C)C)=O 3-(3,5-ditert-butyl-4-hydroxy-phenyl)-N'-[3-(3,5-ditert-butyl-4-hydroxyphenyl)propanoyl]propanehydrazide